[N+](=[N-])=CC(CC[C@@H](C(=O)O[C@H](C)C#N)NC([C@H](C)OC)=O)=O (R)-1-cyanoethyl (S)-6-diazo-2-((S)-2-methoxypropanamido)-5-oxohexanoate